methyl 3-bromopropionate BrCCC(=O)OC